benzyl (1-(2-(1-(2-fluoro-5-methoxy-4-nitrophenyl)piperidin-4-yl)ethyl)piperidin-4-yl)carbamate FC1=C(C=C(C(=C1)[N+](=O)[O-])OC)N1CCC(CC1)CCN1CCC(CC1)NC(OCC1=CC=CC=C1)=O